NC=1C(=CC2=C(OCC(N2C[C@H]2COCC2)=O)C1)C(=O)OC (S)-Methyl 7-amino-3-oxo-4-((tetrahydrofuran-3-yl)methyl)-3,4-dihydro-2H-benzo[b][1,4]oxazine-6-carboxylate